C1(CC1)C1=C(C=CC(=C1)N1CCN(CC1)C)NC1=NC=C(C(=N1)NCCCN1C(N(CCCC1)C)=O)C(F)(F)F 1-(3-((2-((2-cyclopropyl-4-(4-methylpiperazin-1-yl)phenyl)amino)-5-(trifluoromethyl)pyrimidin-4-yl)amino)propyl)-3-methyl-1,3-diazepan-2-one